2-Acetoacetoxyethyl methacrylate C(C(=C)C)(=O)OCCOC(CC(=O)C)=O